racemic-ethanol-1-d [C@@H](C)(O)[2H] |r|